FC1C(C=2C3=C(C(NC2CN1)=O)C=CC=C3)=O fluoro-3,4-dihydrobenzo[c][1,7]naphthyridine-1,6(2H,5H)-dione